3-(4-(2,4-difluorobenzyloxy)-3-chloro-6-methyl-2-oxopyridin-1(2H)-yl)-4-fluoro-N-(2-methoxyethyl)benzamide FC1=C(COC2=C(C(N(C(=C2)C)C=2C=C(C(=O)NCCOC)C=CC2F)=O)Cl)C=CC(=C1)F